8,9-dibromo-7,10-diphenylfluoranthene BrC=1C(=C2C3=CC=CC4=CC=CC(C2=C(C1Br)C1=CC=CC=C1)=C43)C4=CC=CC=C4